N1N=NN=C1C1=C(C=CC=C1)C1=NC(=CC(=C1)NC1=C(C#N)C=CC=C1)N(CC(C)C)CC1=CC=CC=C1 2-((2-(2-(1H-tetrazol-5-yl)phenyl)-6-(benzyl(isobutyl)amino)pyridin-4-yl)amino)benzonitrile